5-(3-butyl-2-methyl-1,1-dioxido-5-phenyl-7-(trifluoromethyl)-2,3,4,5-tetrahydrobenzo[f][1,2,5]thiadiazepin-8-yl)-2-fluorobenzoic acid C(CCC)C1N(S(C2=C(N(C1)C1=CC=CC=C1)C=C(C(=C2)C=2C=CC(=C(C(=O)O)C2)F)C(F)(F)F)(=O)=O)C